CC1=NC(=CC(=N1)NC1=NN2C(C=C(C=C2)C2=C(C=NC(=C2)C)OC[C@](C(F)(F)F)(O)C)=C1)C (R)-3-[[4-[2-[(2,6-dimethylpyrimidin-4-yl)amino]pyrazolo[1,5-a]pyridin-5-yl]-6-methyl-3-pyridyl]oxy]-1,1,1-trifluoro-2-methyl-propan-2-ol